P(=O)(O)(O)O.C(C1=CC=CC=C1)(=O)O benzoic acid phosphate